C[C@@H]1OC=2C=C(C=C(C3=NNC4=CC=C(OCCCNC1)C=C34)C2)N2CCOCC2 (8S)-8-methyl-4-(morpholin-4-yl)-7,14-dioxa-10,19,20-triazatetracyclo[13.5.2.12,6.018,21]tricosa-1(20),2,4,6(23),15,17,21-heptaene